3-(OXAN-4-YLSULFANYL)PROPANAL O1CCC(CC1)SCCC=O